N-(2-bromo-6-carbamoyl-4-chloro-phenyl)-2-(3-chloro-2-pyridyl)-5-[[5-[4-(trifluoromethyl)phenyl]tetrazol-2-yl]methyl]pyrazole-3-carboxamide BrC1=C(C(=CC(=C1)Cl)C(N)=O)NC(=O)C=1N(N=C(C1)CN1N=C(N=N1)C1=CC=C(C=C1)C(F)(F)F)C1=NC=CC=C1Cl